tert-butyl 2,4-dioxo-1,3,7-triaza-7-spiro[4.4]nonanecarboxylate O=C1NC2(C(N1)=O)CN(CC2)C(=O)OC(C)(C)C